4-(4-((1R,5S)-3,8-diazabicyclo[3.2.1]octan-3-yl)-8-fluoro-2-(((2R,7aS)-2-fluorotetrahydro-1H-pyrrolizin-7a(5H)-yl)methoxy)-6-methylquinazolin-7-yl)naphthalen-2-ol [C@H]12CN(C[C@H](CC1)N2)C2=NC(=NC1=C(C(=C(C=C21)C)C2=CC(=CC1=CC=CC=C21)O)F)OC[C@]21CCCN1C[C@@H](C2)F